N-(6-chloro-4-methylpyridazin-3-yl)carbamic acid tert-butyl ester C(C)(C)(C)OC(NC=1N=NC(=CC1C)Cl)=O